(3-(4-(4-(((tert-butoxycarbonyl)amino)methyl)-1-carbonyl-1,2-dihydro-phthalazin-6-yl)-1-methyl-1H-pyrazol-5-yl)-4-cyano-5-cyclopropyloxy-2-fluorophenyl)boronic acid C(C)(C)(C)OC(=O)NCC1=NNC(C2=CC=C(C=C12)C=1C=NN(C1C=1C(=C(C=C(C1C#N)OC1CC1)B(O)O)F)C)=C=O